C1(CC1)NC(C1=C(C=C(C(=C1)C=1C=NC(=C(C1)C1=NN(N=C1)C)NC1(CC1)CO)C)F)=O N-cyclopropyl-2-fluoro-5-(6-((1-(hydroxymethyl)cyclopropyl)amino)-5-(2-methyl-2H-1,2,3-triazol-4-yl)pyridin-3-yl)-4-methylbenzamide